N-(4-trifluoromethylphenyl)thiourea FC(C1=CC=C(C=C1)NC(=S)N)(F)F